CC1=CC=CC(=N1)C1=NC=CC(=N1)NC1=NC(=NC=C1)NC=1C=C(C=CC1)NC(=O)C1CCN(CC1)C1CCOCC1 N-[3-[[4-[[2-(6-methyl-2-pyridyl)pyrimidin-4-yl]amino]pyrimidin-2-yl]amino]phenyl]-1-tetrahydropyran-4-yl-piperidine-4-carboxamide